2-(3-(5-aminopentyloxy)phenyl)-N-(4-(1-(cyclopropanecarbonyl)indolin-5-yl)-5-methyl-thiazol-2-yl)acetamide NCCCCCOC=1C=C(C=CC1)CC(=O)NC=1SC(=C(N1)C=1C=C2CCN(C2=CC1)C(=O)C1CC1)C